vinyl 4-methylbenzenesulfonate CC1=CC=C(C=C1)S(=O)(=O)OC=C